The molecule is an ammonium ion resulting from the protonation of all three amino groups of paromamine. The major species at pH 7.3. It is a conjugate acid of a paromamine. C1[C@H]([C@@H]([C@H]([C@@H]([C@H]1[NH3+])O[C@@H]2[C@@H]([C@H]([C@@H]([C@H](O2)CO)O)O)[NH3+])O)O)[NH3+]